C(#N)C1=CC(=C(COC2=CC=CC(=N2)C23CCN(CC3C2)CC2=NC3=C(N2C[C@H]2OCC2)C=C(C=C3OC([2H])([2H])[2H])C(=O)O)C=C1)OC 2-((6-(6-((4-cyano-2-methoxybenzyl)oxy)pyridin-2-yl)-3-azabicyclo[4.1.0]heptan-3-yl)methyl)-4-(methoxy-d3)-1-(((S)-oxetan-2-yl)methyl)-1H-benzo[d]imidazole-6-carboxylic acid